9-ethyl-5-fluoro-9-hydroxy-4-methyl-1,2,3,9,12,15-hexahydro-10H,13H-benzo[de]pyrano[3',4':6,7]indolizino[1,2-b]quinoline-10,13-dione 2,2,2-trifluoroacetate FC(C(=O)O)(F)F.C(C)C1(C(OCC=2C(N3CC=4C(=NC=5C=C(C(=C6C5C4CCC6)C)F)C3=CC21)=O)=O)O